luteolin lithium salt [Li].O1C(=CC(=O)C=2C(O)=CC(O)=CC12)C1=CC(O)=C(O)C=C1